FC1=C(C=C(C=C1)NC(=O)C1=C(N(C(=C1C)C(C(NCCC=1SC=CC1)=O)=O)C)C)C N-(4-fluoro-3-methylphenyl)-1,2,4-trimethyl-5-(2-oxo-2-((2-(thiophen-2-yl)ethyl)amino)acetyl)-1H-pyrrole-3-carboxamide